N1=C(C=CC=C1)[C@@H]1C[C@H](C1)C(=O)OC trans-Methyl 3-(pyridin-2-yl)cyclobutane-1-carboxylate